N1N=CC2=CC=C(C=C12)CN1CCN(CC1)C(CCC=1C(=NN(C1C)C=1C=CC=2N(N1)C(=NN2)C)C)=O 1-(4-((1H-indazol-6-yl)methyl)piperazin-1-yl)-3-(3,5-dimethyl-1-(3-methyl-[1,2,4]triazolo[4,3-b]pyridazin-6-yl)-1H-pyrazol-4-yl)propan-1-one